6,8-difluoro-4-oxo-4h-chromene-2-carboxamide FC=1C=C2C(C=C(OC2=C(C1)F)C(=O)N)=O